N-(5-chloro-[1,2,4]triazolo[4,3-c]pyrimidin-8-yl)cyclopropanecarboxamide tri-(2,3-dibromopropyl)-phosphate BrC(COP(=O)(OCC(CBr)Br)OCC(CBr)Br)CBr.ClC1=NC=C(C=2N1C=NN2)NC(=O)C2CC2